C(C)OC(=O)C1=C(C=2N=CN=C(C2N1C)Cl)Cl 4,7-dichloro-5-methyl-5H-pyrrolo[3,2-d]pyrimidine-6-carboxylic acid ethyl ester